CON(C(=O)C1=NC2=CC=CC=C2C=C1)C N-Methoxy-N-methylquinoline-2-carboxamide